FC1=C(C=CC=C1)C1=NN=C(O1)C=1C(=NC=CN1)C(=O)N (5-(2-fluorophenyl)-1,3,4-oxadiazol-2-yl)pyrazine-2-carboxamide